Br[C@@H](C(=O)OC)C1CCC2(OCCO2)CC1 methyl (R)-2-bromo-2-(1,4-dioxaspiro[4.5]decan-8-yl)acetate